Cl.C1CCC12OCC(C2)N 5-oxaspiro[3.4]octane-7-amine hydrochloride